methyl N-[[5-[1-(2,6-dichloro-4-cyclopropylphenyl)-1H-pyrazol-3-yl]-2-methylphenyl]methyl]carbamate ClC1=C(C(=CC(=C1)C1CC1)Cl)N1N=C(C=C1)C=1C=CC(=C(C1)CNC(OC)=O)C